C1N([C@@H]([C@@H]2[C@H]1CCC2)C(=O)OCC)C(=O)OC(C)(C)C O2-tert-butyl O3-ethyl (3S,3aS,6aR)-3,3a,4,5,6,6a-hexahydro-1H-cyclopenta[c]pyrrole-2,3-dicarboxylate